2-methyl-1-(3-aminopropyl)-1H-imidazole CC=1N(C=CN1)CCCN